4-{[3-benzyl-5-(2-cyclohexanecarboxamidobenzo[d]thiazol-6-yl)-1H-pyrazol-1-yl]methyl}-N-hydroxybenzoamide C(C1=CC=CC=C1)C1=NN(C(=C1)C1=CC2=C(N=C(S2)NC(=O)C2CCCCC2)C=C1)CC1=CC=C(C(=O)NO)C=C1